3-chloro-5-{[2-(4-{2-[(2R,3R,4R,5S)-3,4,5-trihydroxy-2-(hydroxymethyl)piperidin-1-yl]ethyl}phenyl)ethyl]amino}benzoic acid ClC=1C=C(C(=O)O)C=C(C1)NCCC1=CC=C(C=C1)CCN1[C@@H]([C@H]([C@@H]([C@H](C1)O)O)O)CO